3-fluoro-4-(2-methyl-4-(piperidin-4-yl)benzo[d][1,3]dioxan-2-yl)benzonitrile FC=1C=C(C#N)C=CC1C1(OC(C2=C(O1)C=CC=C2)C2CCNCC2)C